2-[1-[3-[(2,6-dioxo-3-piperidyl)amino]phenyl]-4-piperidyl]acetic acid O=C1NC(CCC1NC=1C=C(C=CC1)N1CCC(CC1)CC(=O)O)=O